lithio-2-sulfo-1,3-propanediol [Li]C(C(CO)S(=O)(=O)O)O